4-(2-hydroxyethoxy)-2,2,6,6-tetramethylpiperidin OCCOC1CC(NC(C1)(C)C)(C)C